5-[(3S)-3-phenoxypyrrolidin-1-yl]-1,3-thiazole-4-carboxylic acid O(C1=CC=CC=C1)[C@@H]1CN(CC1)C1=C(N=CS1)C(=O)O